N',N'-bis(3-methylheptyl)propane-1,3-diamine CC(CCN(CCCN)CCC(CCCC)C)CCCC